2,4-dichlorothiazole-5-carbonitrile ClC=1SC(=C(N1)Cl)C#N